tert-butyl 4-bromo-2-iodobenzoate BrC1=CC(=C(C(=O)OC(C)(C)C)C=C1)I